FC1=CC=C(C=C1)N1C[C@H](CC1)C(=O)N[C@@H]([C@H](C=1C=NC(=CC1)OC(C)C)O)CN1CCCC1 (S)-1-(4-fluorophenyl)-N-((1S,2R)-1-hydroxy-1-(6-isopropoxypyridin-3-yl)-3-(pyrrolidin-1-yl)propan-2-yl)pyrrolidine-3-carboxamide